CON(C(=O)[C@H]1CN(CC1)C(=O)OC(C)(C)C)C tert-butyl (3R)-3-[methoxy(methyl)carbamoyl]pyrrolidine-1-carboxylate